BrCC1=CC(=NC(=C1)SCC)N(C)C 4-(bromomethyl)-6-(ethylsulfanyl)-N,N-dimethylpyridine-2-amine